BrC1=C(C=C2C(=NC(=NC2=C1F)OC[C@@]/1(CN(CC\C1=C/F)C)C)OC(C)(C)C)C(F)(F)F (S,E)-7-bromo-4-(tert-butoxy)-8-fluoro-2-((4-(fluoromethylene)-1,3-dimethylpiperidin-3-yl)methoxy)-6-(trifluoromethyl)quinazoline